CCCCS Mercaptobutane